(6aS)-8-hydroxy-2-((5-(4-(2-oxopyrrolidin-1-yl)phenyl)-pyridin-2-yl)amino)-6,6a,7,8-tetrahydro-9H-pyrido[2,3-b]-pyrrolo[1,2-d][1,4]-oxazin-9-one OC1C[C@@H]2N(C3=C(OC2)N=CC(=C3)NC3=NC=C(C=C3)C3=CC=C(C=C3)N3C(CCC3)=O)C1=O